ethyl 5-amino-2-[(1-tert-butoxycarbonyl azetidin-3-yl)methyl]-6H-thieno[3,2-b]azepine-7-carboxylate NC=1CC(=CC2=C(N1)C=C(S2)CC2CN(C2)C(=O)OC(C)(C)C)C(=O)OCC